C[C@@]12[C@@H](CC[C@H]1[C@@H]1CC[C@H]3C[C@H](CC[C@]3(C)[C@H]1CC2)O)O 5α-androstane-3β,17α-diol